C(C)C1=C(C=NC(=C1C1=CC=C(C=C1)O)NCCC)C1=CC=C(C=C1)O 4-[4-Ethyl-5-(4-hydroxyphenyl)-6-(propylamino)-3-pyridinyl]phenol